C(CCCC)C1CCC(CC1)C1=CC=C(C=C1)Br p-(4-n-pentylcyclohexyl)bromobenzene